(R)-5-((2-methyl-1,4-diazepan-1-yl)sulfonyl)isoquinoline hydrochloride Cl.C[C@H]1N(CCCNC1)S(=O)(=O)C1=C2C=CN=CC2=CC=C1